ethyl 5-cyclopropyl-4-(ethylthio)-1-methyl-1H-pyrazole-3-carboxylate C1(CC1)C1=C(C(=NN1C)C(=O)OCC)SCC